1-(2-chloroquinolin-4-yl)-N-(5-cyano-6-(2H-1,2,3-triazol-2-yl)pyridin-3-yl)-5-(trifluoromethyl)-1H-pyrazole-4-carboxamide ClC1=NC2=CC=CC=C2C(=C1)N1N=CC(=C1C(F)(F)F)C(=O)NC=1C=NC(=C(C1)C#N)N1N=CC=N1